ClC=1C(=NC(=NC1)NC1=C(C=C(C=C1)N1CCN(CC1)C)OC(C)C)NCCCNC(=O)C1CCC1 N-(3-((5-chloro-2-((2-isopropoxy-4-(4-methylpiperazin-1-yl)phenyl)amino)pyrimidin-4-yl)amino)propyl)cyclobutanecarboxamide